NC1=NC=CC(=C1)S(=O)(=O)NC1=NC(=C(C=C1)Cl)C1=C(C=C(C=C1)C#N)C 2-amino-N-(5-chloro-6-(4-cyano-2-methylphenyl)pyridin-2-yl)pyridine-4-sulfonamide